1-fluoro-2-methyl-ethyl carbonate C(OC(CC)F)([O-])=O